3-(triethoxysilyl)propylglutaric anhydride C(C)O[Si](CCCC1C(=O)OC(CC1)=O)(OCC)OCC